1-bromo-5-chloro-2-(2,2-diethoxyethoxy)-4-methylbenzene BrC1=C(C=C(C(=C1)Cl)C)OCC(OCC)OCC